C(CCCCCCCCCCCCCCCCC)N(CCO)CCO stearyl-diethanolamine